1-(5-fluoropyridin-2-yl)-8-methoxy-9-(2-methyl-2H-tetrazol-5-yl)-5,6-dihydropyrrolo[2,1-a]isoquinoline-3-carboxylic acid FC=1C=CC(=NC1)C=1C=C(N2C1C1=CC(=C(C=C1CC2)OC)C=2N=NN(N2)C)C(=O)O